(5R)-5-{3-[6-chloro-2-(pyrrolidin-1-yl)benzimidazol-1-yl]-2-fluorophenyl}-2,5-dimethyl-1,1-dioxo-1,2,4-thiadiazine-3-imine ClC=1C=CC2=C(N(C(=N2)N2CCCC2)C=2C(=C(C=CC2)[C@]2(NC(N(S(C2)(=O)=O)C)=N)C)F)C1